methylenecobalt C=[Co]